1-(4-piperidinyl)ethanol N1CCC(CC1)C(C)O